n-Heptanol C(CCCCCC)O